(S)-3-((4-amino-1-isopropyl-1H-pyrazol-5-yl)oxy)-2-((tert-butoxycarbonyl)amino)propanoic acid NC=1C=NN(C1OC[C@@H](C(=O)O)NC(=O)OC(C)(C)C)C(C)C